3-benzyl-1-(trans-4-((5-cyano-4-((2-methoxyethyl)amino)pyrimidin-2-yl)amino)cyclohexyl)-1-(5-(1-methyl-1H-pyrazol-4-yl)pyridin-2-yl)urea C(C1=CC=CC=C1)NC(N(C1=NC=C(C=C1)C=1C=NN(C1)C)[C@@H]1CC[C@H](CC1)NC1=NC=C(C(=N1)NCCOC)C#N)=O